ClC1=C2C(=NC=C1OC=1C=NN3C1C=CC=C3)N=C(N2C)NC=2C(N(C=C(C2)C(F)(F)F)CCO)=O 3-((7-chloro-1-methyl-6-(pyrazolo[1,5-a]pyridin-3-yloxy)-1H-imidazo[4,5-b]pyridin-2-yl)amino)-1-(2-hydroxyethyl)-5-(trifluoromethyl)pyridin-2(1H)-one